3-((10-(4-(tert-butyl)phenyl)decyl)thio)propyl hydrogen ((((R)-1-(6-amino-9H-purin-9-yl)propan-2-yl)oxy)methyl)phosphonate NC1=C2N=CN(C2=NC=N1)C[C@@H](C)OCP(OCCCSCCCCCCCCCCC1=CC=C(C=C1)C(C)(C)C)(O)=O